C(C)(C)(C)N1CCC(CC1)OC1=NC(=CC=C1)COC1=C(C=C(C=C1)C#N)F tert-Butyl-4-((6-((4-cyano-2-fluorophenoxy)methyl)pyridin-2-yl)oxy)piperidine